1-(2-bromoethyl)-2-ethylpiperidin-1-ium bromide [Br-].BrCC[NH+]1C(CCCC1)CC